C(=CC)C(C)(C)S(=O)(=O)O 2-propenyl-2-propyl-sulfonic acid